2-((2-((4-chloro-2-fluorobenzyl)oxy)-3-(trifluoromethyl)-5,8-dihydro-1,7-naphthyridin-7(6H)-yl)methyl)-1-(oxetan-2-ylmethyl)-1H-imidazo[4,5-b]pyridine-5-carbonitrile ClC1=CC(=C(COC2=NC=3CN(CCC3C=C2C(F)(F)F)CC=2N(C=3C(=NC(=CC3)C#N)N2)CC2OCC2)C=C1)F